NC=1C2=C(C(NN1)=O)N(N=C2C2=CC=C(CNC(C1=C(C=CC=C1)OC)=O)C=C2)C2CCCC2 N-(4-(4-amino-1-cyclopentyl-7-oxo-6,7-dihydro-1H-pyrazolo[3,4-d]pyridazin-3-yl)benzyl)-2-methoxybenzamide